N=1C=NN2C1C=C(C=C2)OC2=C(C=C(C=C2)NC2=NC=NC1=CC=C(C=C21)N2C(/C(/CC2)=C/CCN(C)C)=O)C (E)-1-(4-((4-([1,2,4]triazolo[1,5-a]pyridin-7-yloxy)-3-methylphenyl)amino)quinazolin-6-yl)-3-(3-(dimethylamino)propylidene)pyrrolidin-2-one